C(C)(C)(C)OC(=O)N1CC=2N=C(N=C(C2C1C)O)O.CC1=C(C(=CC=C1)C)P (2,6-dimethylphenyl)phosphin tert-Butyl-2,4-dihydroxy-5-methyl-5,7-dihydro-6H-pyrrolo[3,4-d]pyrimidine-6-carboxylate